Tert-butyl (E)-3-(2-((tert-butoxycarbonyl) amino)-3-((2-(((4-(3,5-dimethoxy styryl) phenoxy) carbonyl) oxy) ethyl) amino)-3-oxopropyl)-1H-indole-1-carboxylate C(C)(C)(C)OC(=O)NC(CC1=CN(C2=CC=CC=C12)C(=O)OC(C)(C)C)C(=O)NCCOC(=O)OC1=CC=C(C=C1)\C=C\C1=CC(=CC(=C1)OC)OC